1-[6-[2-(2,6-dichloro-3,5-dimethoxy-anilino)-3-pyridinyl]pyrimidin-4-yl]-4-(1-methylazetidin-3-yl)oxy-benzene-1,2-diamine ClC1=C(NC2=NC=CC=C2C2=CC(=NC=N2)C2(C(C=C(C=C2)OC2CN(C2)C)N)N)C(=C(C=C1OC)OC)Cl